C(C)(C)(C)OC(CCCCCCN1N=CC(=C1)B1OC(C(O1)(C)C)(C)C)=O.FC1=C(C=CC=C1)[C@@H](CNC1=CC(=CC(=C1)C(F)(F)F)C(F)(F)F)CC1=NC=CC=C1 (S)-N-[2-(2-fluorophenyl)-3-(pyridin-2-yl)propyl]-3,5-bis(trifluoromethyl)aniline tert-butyl-7-[4-(4,4,5,5-tetramethyl-1,3,2-dioxaborolan-2-yl)-1H-pyrazol-1-yl]heptanoate